8-carboxyisopropyltetracyclo[4.4.0.12,5.17,10]-3-dodecene C(=O)(O)C1C2C3C4C=CC(C3(C(C1)C2)C(C)C)C4